The molecule is a long-chain fatty acid that is a C20, polyunsaturated fatty acid having four (Z)-double bonds at positions 5, 8, 11 and 14. It has a role as a human metabolite, an EC 3.1.1.1 (carboxylesterase) inhibitor, a Daphnia galeata metabolite and a mouse metabolite. It is an icosa-5,8,11,14-tetraenoic acid, an omega-6 fatty acid and a long-chain fatty acid. It is a conjugate acid of an arachidonate. It derives from a hydride of a (5Z,8Z,11Z,14Z)-icosa-5,8,11,14-tetraene. CCCCC/C=C\\C/C=C\\C/C=C\\C/C=C\\CCCC(=O)O